F\C=C\1/CC2(CCC(N2C1)=O)C(=O)OCC ethyl (E)-2-(fluoromethylene)-5-oxotetrahydro-1H-pyrrolizine-7a(5H)-carboxylate